C(C)(C)(C)OC(=O)N1N=C(C2=NC(=C(C=C21)OC)C2=C1CCC(C1=CC=C2)C#N)C=2C=NN(C2)CC#N (1-cyano-2,3-dihydro-1H-inden-4-yl)-3-(1-(cyanomethyl)-1H-pyrazol-4-yl)-6-methoxy-1H-pyrazolo[4,3-b]pyridine-1-carboxylic acid tert-butyl ester